FC1=C(C=CC(=C1)C(F)(F)F)COC1CN(C1)C(=O)OC[C@H]1NC(CC1)=O [(2S)-5-Oxopyrrolidin-2-yl]methyl 3-[[2-fluoro-4-(trifluoromethyl)phenyl]methoxy]azetidine-1-carboxylate